ClC=1C=C(C=CC1F)[C@@H](NC(=O)N1[C@@H](C(NCC1)=O)C)C1C[C@H]2C([C@H]2C1)(F)F (2R)-N-((S)-(3-chloro-4-fluorophenyl)((1R,3s,5S)-6,6-difluorobicyclo-[3.1.0]hexan-3-yl)methyl)-2-methyl-3-oxopiperazine-1-carboxamide